1-(4-(4-chloro-1H-pyrazolo[3,4-d]pyrimidin-3-yl)piperidin-1-yl)prop-2-en-1-one ClC1=C2C(=NC=N1)NN=C2C2CCN(CC2)C(C=C)=O